(S)-4-(4-cyano-2-methoxyphenyl)-5-ethoxy-N-(4-methoxybenzyl)-2,8-dimethyl-1,4-dihydro-1,6-naphthyridine-3-carboxamide C(#N)C1=CC(=C(C=C1)[C@@H]1C(=C(NC2=C(C=NC(=C12)OCC)C)C)C(=O)NCC1=CC=C(C=C1)OC)OC